O.O.[O-][Os](=O)(=O)[O-].[K+].[K+] dipotassium dioxido(dioxo)osmium dihydrate